C(C(=O)N)(=O)N oxalyl-Diamine